3-hydroxy-3-(2-oxo-2-(4-fluorophenyl)ethyl)indol-2-one OC1(C(NC2=CC=CC=C12)=O)CC(C1=CC=C(C=C1)F)=O